2-oxo-8-[(thiophen-3-ylamino)carbonyl]-7-(trifluoromethyl)-1H-quinoline-3-carboxylic acid O=C1NC2=C(C(=CC=C2C=C1C(=O)O)C(F)(F)F)C(=O)NC1=CSC=C1